CC=1[N-]C=CC1 methyl-pyrrolide